C1(CCC1)C=1C=C2C(=NC(=NC2=CC1P(C)(C)=O)C)N[C@H](C)C1=C(C(=CC=C1)C(F)(F)F)C (R)-(6-cyclobutyl-2-methyl-4-((1-(2-methyl-3-(trifluoromethyl)phenyl)ethyl)amino)quinazolin-7-yl)dimethylphosphine oxide